N-(but-3-en-1-yl)-4-methoxybenzamide C(CC=C)NC(C1=CC=C(C=C1)OC)=O